OCCC1=CC=C(C=C1)CCO p-bis(hydroxyethyl)benzene